C1(CC1)C1=C(C(=NO1)C=1C(=NC=CC1)C(F)(F)F)C1=CC2(C1)CCN(CC2)C=2C=C1C=CC(=NC1=CC2)C(=O)O 6-(2-(5-cyclopropyl-3-(2-(trifluoromethyl)pyridin-3-yl)isoxazol-4-yl)-7-azaspiro[3.5]non-1-en-7-yl)quinoline-2-carboxylic acid